ethyl 1-benzyl-4-(2-bromobenzyl)-3-hydroxypiperidine-4-carboxylate C(C1=CC=CC=C1)N1CC(C(CC1)(C(=O)OCC)CC1=C(C=CC=C1)Br)O